COC(=O)C12CC(C1)(C2)CC(=O)O [3-(methoxycarbonyl)bicyclo[1.1.1]pent-1-yl]acetic acid